1-(1'-acetyl-[1,4'-bipiperidine]-4-yl)-3-((5-(5-(difluoromethyl)-1,3,4-oxadiazole-2-yl)pyridine-2-yl)methyl)-5-fluoro-1,3-dihydro-2H-benzo[d]imidazole-2-one C(C)(=O)N1CCC(CC1)N1CCC(CC1)N1C(N(C2=C1C=CC(=C2)F)CC2=NC=C(C=C2)C=2OC(=NN2)C(F)F)=O